(2-((2-fluorophenyl)amino)-2-oxoacetyl)-L-leucine methyl ester COC([C@@H](NC(C(=O)NC1=C(C=CC=C1)F)=O)CC(C)C)=O